4-[(6-chloro-3-fluoro-2-pyridyl)methyl]morpholine ClC1=CC=C(C(=N1)CN1CCOCC1)F